C(CCC=C)(=O)OCC Ethyl pent-4-enoate